NC=1C(=NON1)N1N=NC(=C1C(C)C)C(=O)OC methyl 1-(4-amino-1,2,5-oxadiazol-3-yl)-5-isopropyl-1H-1,2,3-triazole-4-carboxylate